CN1C(=NC(=C1)C(F)(F)F)C1=CC=C(C(=O)O)C=C1 4-[1-methyl-4-(trifluoromethyl)imidazol-2-yl]benzoic acid